COC(C=C(C1=CC=CC=C1)C1=C(C=CC(=C1)OC)OCOC)=O 3-(2-methoxymethoxy-5-methoxy-phenyl)-3-(phenyl)-acrylic acid methyl ester